5,8,11,14,17,20,23,26-octaoxa-2,30,36,38-tetraazahentetracontane-35,39,41-tricarboxylic acid CNCCOCCOCCOCCOCCOCCOCCOCCOCCCNCCCCC(NCNC(CCC(=O)O)C(=O)O)C(=O)O